OC=1C(=C2C(C=C(OC2=CC1OC)C1=CC=CC=C1)=O)OC 6-hydroxy-5,7-dimethoxy-flavone